4-(2-methoxy-2-n-propyl)-1-methylcyclohexene COC(C)(C)C1CC=C(CC1)C